6-chloro-N-[5-(2,2-difluoropropyl)-4-methoxy-pyrimidin-2-yl]-1H-indole-3-sulfonic acid amide ClC1=CC=C2C(=CNC2=C1)S(=O)(=O)NC1=NC=C(C(=N1)OC)CC(C)(F)F